(E)-5-(4-isopropyl-3-methoxyphenylvinyl)thiazole C(C)(C)C1=C(C=C(C=C1)/C=C/C1=CN=CS1)OC